CC(CC1C2C=CC(C1)C2)CCCC=C 5-(2-methyl-6-heptenyl)-2-norbornene